(2s,3s)-di-p-toluoyltartaric acid C1(=CC=C(C=C1)C(=O)C(C(C(=O)O)(O)C(=O)C1=CC=C(C=C1)C)(O)C(=O)O)C